Ethyl (5-(2-(2-methoxyethoxy)-5-((4-oxo-3,4-dihydrophthalazin-1-yl)methyl)phenyl)-1H-benzoimidazol-2-yl)carbamate COCCOC1=C(C=C(C=C1)CC1=NNC(C2=CC=CC=C12)=O)C1=CC2=C(NC(=N2)NC(OCC)=O)C=C1